C(CCC)C=1C(=C(C(C(=O)O)=CC1)C(=O)O)CCCC.C(C=1C(C(=O)O)=CC=CC1)(=O)O phthalate (di-n-butyl phthalate)